4-[3-Benzyloxy-4-bromo-6-(2,6-dimethyl-benzoylamino)-pyridin-2-yl]-4-oxo-butyric acid ethyl ester C(C)OC(CCC(=O)C1=NC(=CC(=C1OCC1=CC=CC=C1)Br)NC(C1=C(C=CC=C1C)C)=O)=O